C(C)OC(=O)C=1C(=NN(C1)C1=CC=2N(C=C1)N=CC2C=2C(=NN(C2C)CC)C)OC.[Sb](=O)#[S] antimonyl-Sulphur ethyl-1-[3-(1-ethyl-3,5-dimethyl-pyrazol-4-yl)pyrazolo[1,5-a]pyridin-5-yl]-3-methoxy-pyrazole-4-carboxylate